tert-butyl 2'-methyl-6-(9-methyl-6-morpholino-8-(pyridin-4-yl)-9H-purin-2-yl)-3',6'-dihydro-[2,4'-bipyridine]-1'(2'H)-carboxylate CC1N(CC=C(C1)C1=NC(=CC=C1)C1=NC(=C2N=C(N(C2=N1)C)C1=CC=NC=C1)N1CCOCC1)C(=O)OC(C)(C)C